(R)-3-methyl-5-(1-(piperidin-4-yl)pyrrolidin-2-yl)oxazol-2(3H)-one trifluoroacetate salt FC(C(=O)O)(F)F.CN1C(OC(=C1)[C@@H]1N(CCC1)C1CCNCC1)=O